N-[2-(2-aminoethoxy)ethyl]-2-ethyl-4-[[3-[1-(2-fluoroethyl)-3-(trifluoromethyl)pyrazol-4-yl]imidazo[1,2-a]pyrazin-8-yl]amino]benzamide NCCOCCNC(C1=C(C=C(C=C1)NC=1C=2N(C=CN1)C(=CN2)C=2C(=NN(C2)CCF)C(F)(F)F)CC)=O